CC(C(=O)N)(C)NC(=O)C1(CCNCC1)NC(CC1=CC=CC=C1)=O 2-methyl-2-[[4-(2-phenylacetamido)piperidin-4-yl]formamido]propanamide